2-(thiocyanomethyl-thio)-1,3-benzothiazole S(C#N)CSC=1SC2=C(N1)C=CC=C2